CN(CCN1C=CC2=C1N=CN=C2OC2=CC=C(C=C2)NC(CC2=CC=C(C=C2)C(F)(F)F)=O)C N-(4-((7-(2-(dimethylamino)ethyl)-7H-pyrrolo[2,3-D]pyrimidin-4-yl)oxy)phenyl)-2-(4-(Trifluoromethyl)phenyl)acetamide